1-(3-(2-(dimethylamino)ethyl)benzyl)-[3,4'-bipyridin]-6(1H)-one CN(CCC=1C=C(CN2C=C(C=CC2=O)C2=CC=NC=C2)C=CC1)C